2-(2,3-Dihydrobenzo[b][1,4]dioxin-6-yl)-3-(pyridin-3-yl)imidazo[1,2-a]pyrimidine O1C2=C(OCC1)C=C(C=C2)C=2N=C1N(C=CC=N1)C2C=2C=NC=CC2